4-(2,3,5,6-tetrafluorophenyl)butanoic acid FC1=C(C(=C(C=C1F)F)F)CCCC(=O)O